4-oxo-3-(phenylamino)-2-(pyridin-3-yl)-1,4,6,7-tetrahydro-5H-pyrrolo[3,2-c]pyridine-5-carboxylic acid tert-butyl ester C(C)(C)(C)OC(=O)N1C(C2=C(CC1)NC(=C2NC2=CC=CC=C2)C=2C=NC=CC2)=O